[6-(Oxacyclohex-4-yl)-3,4-dihydro-naphthalen-1-yl]methylamine O1CCC(CC1)C=1C=C2CCC=C(C2=CC1)CN